C1(CC1)C=1C(=C2C=NNC2=CC1C)C1=C(C=2N=C(N=C(C2C=N1)N1C[C@@](CCC1)(O)C)OCC1(N(CCC1)C)C)F (3R)-1-(7-(5-cyclopropyl-6-methyl-1H-indazol-4-yl)-2-((1,2-dimethylpyrrolidin-2-yl)methoxy)-8-fluoropyrido[4,3-d]pyrimidin-4-yl)-3-methylpiperidin-3-ol